potassium 3-cyano-6-ethyl-2-oxo-1,2-dihydro-1,7-naphthyridin-4-ol C(#N)C=1C(NC2=CN=C(C=C2C1O)CC)=O.[K]